C=C1NN=NC2=CC3=CC4=CC5=CC=CC=C5C=C4C=C3C=C12 methylenetriazapentacene